COC1=C(C=C(C2=C1C=CO2)OC)CCC(=O)C2=CC=C(C=C2)F 3-(4,7-Dimethoxybenzofuran-5-yl)-1-(4'-fluorophenyl)-propan-1-one